tert-butyl (4-bromo-2-methylbenzyl)(methyl)carbamate BrC1=CC(=C(CN(C(OC(C)(C)C)=O)C)C=C1)C